CS(=O)(=O)CCN1C(=NC2=C3CC[C@@H](NC3=CC=C21)C)CCN2N=CC=C2 (7S)-3-(2-Methansulfonylethyl)-7-methyl-2-[2-(1H-pyrazol-1-yl)ethyl]-3H,6H,7H,8H,9H-imidazo[4,5-f]chinolin